C(C)(C)C1=NN2C(C(NCC23CC3)=O)=C1 2-Isopropylspiro[5,6-dihydropyrazolo[1,5-a]pyrazine-7,1'-cyclopropane]-4-one